methyl 3-(3-((tert-butoxycarbonyl)amino)propanamido)-2-((3-((tert-butoxycarbonyl)amino)propanamido)methyl)propanoate C(C)(C)(C)OC(=O)NCCC(=O)NCC(C(=O)OC)CNC(CCNC(=O)OC(C)(C)C)=O